N1C[C@@H](CCC1)NC1=CN=CC(=N1)C1=CN=C2N1C=C(C=C2)C(C)(C)O (R)-2-(3-(6-(piperidin-3-ylamino)pyrazin-2-yl)imidazo[1,2-a]pyridin-6-yl)propan-2-ol